C(C)[C@@H]1CC(OC=2CCCC(C12)=O)O (4R)-4-ethyl-2-hydroxy-2,3,4,6,7,8-hexahydro-5H-chromen-5-one